C(C)(C)(C)OC(=O)N1CC(C(CC1)F)CN 3-(aminomethyl)-4-fluoro-piperidine-1-carboxylic acid tert-butyl ester